(R)-N-((R)-1-(2-Chloro-4-fluorophenyl)ethyl)-4-(2-fluoropyridin-4-yl)-3-methylpiperazine-1-carboxamide ClC1=C(C=CC(=C1)F)[C@@H](C)NC(=O)N1C[C@H](N(CC1)C1=CC(=NC=C1)F)C